C(C1=CC=CC=C1)OC1=NC(=CC=C1N1C(C2=CC=CC(=C2C1)NC1CCC(CC1)(O)CNC(OCC1=CC=CC=C1)=O)=O)OCC1=CC=CC=C1 benzyl (((1r,4r)-4-((2-(2,6-bis(benzyloxy)pyridin-3-yl)-1-oxoisoindolin-4-yl)amino)-1-hydroxycyclohexyl)methyl)carbamate